C(#N)C1=CN=CC(=N1)C(=O)NC(C)C1=CC(=C(C=C1)F)F 6-cyano-N-(1-(3,4-difluorophenyl)ethyl)pyrazine-2-carboxamide